N1(CCCC1)C1CC[C@]12CNCC2 (4S)-1-(pyrrolidin-1-yl)-6-azaspiro[3.4]octane